(S)-1-(3-(1',2'-Dihydrospiro[cyclopropane-1,3'-pyrrolo[2,3-b]pyridin]-5'-yl)-2-fluorobenzoyl)piperidine-2-carbonitrile N1CC2(C=3C1=NC=C(C3)C=3C(=C(C(=O)N1[C@@H](CCCC1)C#N)C=CC3)F)CC2